C(C)(C)(C)OC(N[C@H]1C[C@@H](CC1)NC1=C2C(=NC=C1N)N(C=C2Br)S(=O)(=O)C2=CC=CC=C2)=O tert-butyl((1R,3R)-3-((5-amino-3-bromo-1-(phenylsulfonyl)-1H-pyrrolo[2,3-b]pyridin-4-yl)amino)cyclopentyl)carbamate